NC1=C(N=C(N1C1=C(C(=CC=C1C)O)C)C(=O)NC1=CC(=C(C=C1)F)Cl)C(=O)N 5-amino-N2-(3-chloro-4-fluorophenyl)-1-(3-hydroxy-2,6-dimethylphenyl)-1H-imidazole-2,4-dicarboxamide